methyl 2-(2-fluoro-4-(4,4,5,5-tetramethyl-1,3,2-dioxaborolan-2-yl)benzyl)-1-(2-methoxyethyl)-1H-benzo[d]imidazole-6-carboxylate FC1=C(CC2=NC3=C(N2CCOC)C=C(C=C3)C(=O)OC)C=CC(=C1)B1OC(C(O1)(C)C)(C)C